1-iodo-4-(methoxymethoxy)benzene IC1=CC=C(C=C1)OCOC